NC1=NC=2C=NC(=CC2C2=C1COC2)C(=O)N2[C@H](COCC2)C2=CC(=C(C=C2)OC(F)F)F (4-amino-1,3-dihydrofuro[3,4-c][1,7]naphthyridin-8-yl)((3S)-3-(4-(difluoromethoxy)-3-fluorophenyl)-4-morpholinyl)methanone